O1C(OCC1)C=1C(=NC=CC1)N1N=CC(=C1C)F (1,3-dioxolan-2-yl)-2-(4-fluoro-5-methyl-1H-pyrazol-1-yl)pyridine